OC1=NC(=CC=C1N1C(C2=CC=C(C=C2C1=O)C=1N=NNC1)=O)C1=CC=CC=C1 2-(2-Hydroxy-6-phenylpyridin-3-yl)-5-(1H-[1,2,3]triazol-4-yl)-isoindole-1,3-dione